OCC(C)NC(=O)C=1C(=NC=NC1)N1C2=C(OCC1)C=NC(=N2)C2=NC(=CC=C2)C N-(1-hydroxypropan-2-yl)-4-(2-(6-methylpyridin-2-yl)-6,7-dihydro-8H-pyrimido[5,4-b][1,4]oxazin-8-yl)pyrimidine-5-carboxamide